1-methyl-5-oxo-N-({1-[(1R)-1-phenylethyl]cyclobutyl}methyl)-4H-1,2,4-triazole-3-carboxamide CN1N=C(NC1=O)C(=O)NCC1(CCC1)[C@H](C)C1=CC=CC=C1